C1(CCCC1)N1C(=NC2=C1C=CC=C2)C=2C(=C(C(=C(C2)OC)O)O)C 4-(1-cyclopentyl-1H-benzo[d]imidazol-2-yl)-6-methoxy-3-methylbenzene-1,2-diol